CS(=CC([C@@H](CCC(C(F)(F)F)(C)C)NC(OC(C)(C)C)=O)=O)(=O)C tert-butyl (R)-(1-(dimethyl(oxo)-λ6-sulfaneylidene)-7,7,7-trifluoro-6,6-dimethyl-2-oxoheptan-3-yl)carbamate